FC1=C(C=C(C(=O)N(C)OC)C=C1)OC(F)(F)F 4-Fluoro-N-methoxy-N-methyl-3-(trifluoromethoxy)benzamide